N-ethyl-2-(6-oxo-3-(6-(trifluoromethoxy)pyridin-3-yl)pyridazin-1(6H)-yl)acetamide C(C)NC(CN1N=C(C=CC1=O)C=1C=NC(=CC1)OC(F)(F)F)=O